(2-(3-(benzo[d]thiazol-6-yl)benzoylamino)-1-phenyl-1H-imidazol-4-yl)butanoic acid S1C=NC2=C1C=C(C=C2)C=2C=C(C(=O)NC=1N(C=C(N1)C(C(=O)O)CC)C1=CC=CC=C1)C=CC2